2-amino-3-(6-chloropyridin-3-yl)propanoic acid NC(C(=O)O)CC=1C=NC(=CC1)Cl